C(C)(C)(C)OC(=O)N1CCC(CC1)OC1=CC(=CC=C1)OCC1=C(C=C(C=C1)C#N)F 4-(3-((4-cyano-2-fluorobenzyl)oxy)phenoxy)piperidine-1-carboxylic acid tertButyl ester